tert-butyl ((5-chloro-2,4-difluorophenyl)sulfonyl)(thiazol-4-yl)carbamate ClC=1C(=CC(=C(C1)S(=O)(=O)N(C(OC(C)(C)C)=O)C=1N=CSC1)F)F